N1=CC(=CC2=CC=CC=C12)NC(CCCCCCCC)=O N-quinolin-3-yl-nonanamide